NC=1C=CC(=NC1C)C=1N=NN(C1NC(O[C@H](C)C1=C(C=CC=C1)Cl)=O)CC (R)-1-(2-chlorophenyl)ethyl (4-(5-amino-6-methylpyridin-2-yl)-1-ethyl-1H-1,2,3-triazol-5-yl)carbamate